C(C)(C)(C)OC(CBr)=O bromoacetic acid tert-butylester